aluminum hydroxy chloride OCl.[Al]